ClC1=C(C=C(C=C1)N1CCN(CC1)C1=CC(=C(C=C1F)NC1C(NC(CC1)=O)=O)OC)F 3-((4-(4-(4-Chloro-3-fluorophenyl)piperazin-1-yl)-5-fluoro-2-methoxyphenyl)amino)piperidine-2,6-dione